(E)-N-(4-bromo-3-methoxybenzylidene)-2-methylpropane-2-sulfinamide BrC1=C(C=C(\C=N\S(=O)C(C)(C)C)C=C1)OC